anti-p-acetyl-phenol C(C)(=O)C1=CC=C(C=C1)O